N-[(3-fluoro-5-methoxyphenyl)methyl]-5-{5-carbamoyl-2-[2-(p-fluorophenyl)ethyl]-6-isobutyl-3-(5-methyl-1,3,4-oxadiazol-2-yl)-4-pyridyl}-2-thenamide FC=1C=C(C=C(C1)OC)CNC(C1=CC=C(S1)C1=C(C(=NC(=C1C(N)=O)CC(C)C)CCC1=CC=C(C=C1)F)C=1OC(=NN1)C)=O